NCCCNC(=O)C1CC(CC1)C(F)(F)C1=CC(=NC(=C1)N1CCN(CC1)S(=O)(=O)C1=CC=C(C=C1)N1C(C[C@H](C1)N)=O)Cl N-(3-aminopropyl)-3-[[2-chloro-6-[4-[4-[(4R)-4-amino-2-oxo-pyrrolidin-1-yl]phenyl]sulfonylpiperazin-1-yl]-4-pyridyl]-difluoro-methyl]cyclopentanecarboxamide